BrC1=C(C=C(C=C1)N\C(=C/C(=O)OCC)\C)F ethyl (2Z)-3-[(4-bromo-3-fluorophenyl)amino]but-2-enoate